(R,S)-4-(2-{[6-(2,2-difluoro-3-phenylpropoxy)hexyl]amino}-1-hydroxyethyl)-2-(hydroxy-methyl)phenol FC(COCCCCCCNC[C@H](O)C1=CC(=C(C=C1)O)CO)(CC1=CC=CC=C1)F